C(C)(C)N1N=CC=C1CN(C1=NOC(=N1)C1=C(C(=C(C(=C1)F)F)O)F)CC1=CC=C(C(=O)OC(C)(C)C)C=C1 tert-butyl 4-((((1-isopropyl-1H-pyrazol-5-yl)methyl)(5-(2,4,5-trifluoro-3-hydroxyphenyl)-1,2,4-oxadiazol-3-yl)amino)methyl)benzoate